4-(4-fluoro-1-(4-(trifluoromethyl)phenyl)-1H-indazol-3-yl)-1-((2-(2-methoxyethoxy)pyrimidin-4-yl)methyl)pyridin-2(1H)-one FC1=C2C(=NN(C2=CC=C1)C1=CC=C(C=C1)C(F)(F)F)C1=CC(N(C=C1)CC1=NC(=NC=C1)OCCOC)=O